FC(C(F)F)(F)F 1,1,1,2,2-pentafluoroethane